ClC=1C=NN2C1C(NC1=CC(=C(C=C21)C)CN2CCC(=CC2)C=2C=NC(=CC2)C(=O)NC)=O 1'-((3-chloro-8-methyl-4-oxo-4,5-dihydropyrazolo[1,5-a]quinoxalin-7-yl)methyl)-N-methyl-1',2',3',6'-tetrahydro-[3,4'-bipyridine]-6-carboxamide